NC1=NC=NN2C1=CC=C2[C@]2([C@@H]([C@@H]([C@H](O2)COC(=O)OCCCCCC(=O)O)O)O)C#N 6-(((((2R,3S,4R,5R)-5-(4-aminopyrrolo[2,1-f][1,2,4]triazin-7-yl)-5-cyano-3,4-dihydroxytetrahydrofuran-2-yl)methoxy)carbonyl)oxy)hexanoic acid